N[C@H](C(=O)O)CC (S)-Aminobutyric acid